CC(C(N=C=O)N=C=O)CC(CC)(C)C 2,4,4-trimethyldiisocyanatohexane